(3R,4S)-3-fluoro-1-(4-((5-isopropyl-8-((2R,3S)-2-methyl-3-(((S)-methylsulfinyl)methyl)azetidin-1-yl)isoquinoline-3-yl)amino)pyrimidin-2-yl)piperidin-4-ol F[C@@H]1CN(CC[C@@H]1O)C1=NC=CC(=N1)NC=1N=CC2=C(C=CC(=C2C1)C(C)C)N1[C@@H]([C@H](C1)C[S@@](=O)C)C